(R)-4-(3-(3-(1-aminoethyl)-2-fluorophenyl)-3,3-difluoropropyl)piperidine-1-carboxylic acid tert-butyl ester C(C)(C)(C)OC(=O)N1CCC(CC1)CCC(F)(F)C1=C(C(=CC=C1)[C@@H](C)N)F